C(CCC)C1=C(C(=NN1C(C)(C)C)CC)O 5-n-Butyl-1-tert-butyl-3-ethyl-4-hydroxy-pyrazol